C(C)OC=1C=C(C=2N(C1)N=CC2C#N)C=2C=NC(=CC2)N2C[C@@]1(CC2)CN(CCC1)C(C)C (S)-6-ethoxy-4-(6-(7-isopropyl-2,7-diazaspiro[4.5]dec-2-yl)pyridin-3-yl)pyrazolo[1,5-a]pyridine-3-carbonitrile